1-(3,4-dimethoxy-5-nitrophenyl)acetone COC=1C=C(C=C(C1OC)[N+](=O)[O-])CC(=O)C